6-azido-N-(2-(2,6-dioxopiperidin-3-yl)-1,3-dioxoisoquinolin-4-yl)hexanamide N(=[N+]=[N-])CCCCCC(=O)NC1C(N(C(C2=CC=CC=C12)=O)C1C(NC(CC1)=O)=O)=O